4-(2-hydroxyethyl)benzenediazonium tetrafluoroborate F[B-](F)(F)F.OCCC1=CC=C(C=C1)[N+]#N